OC1=CC=C(C=C1)NC(C#N)(C)C 2-(4-hydroxyphenylamino)-2-methylpropanenitrile